C(CCCCCCCCCCCCCCCCCCC)(=O)N[C@@H]1C[C@H]2C[C@H]([C@H]3[C@@H]4CC[C@H]([C@@H](CCC)C)[C@]4([C@H](C[C@@H]3[C@]2(CC1)C)O)C)O 3β-arachidylamido-7α,12α-dihydroxy-5β-cholane